C(C1=CC=CC=C1)OC1=CC(=C(N)C=C1)C1=CCCC1 4-(benzyloxy)-2-(cyclopent-1-en-1-yl)aniline